2-mercapto-5-(4-methyl-alpha-hydroxybenzyl)-1,3,4-oxadiazole SC=1OC(=NN1)C(C1=CC=C(C=C1)C)O